CP(OO[C@@]1(C(OCC=2C(N3CC=4C(=NC=5C=CC=CC5C4CCN(C(C)C)S(=O)(=O)C)C3=CC21)=O)=O)CC)([O-])=O (S)-((4-ethyl-11-(2-(N-isopropylmethylsulfonylamino) ethyl)-3,14-dioxo-3,4,12,14-tetrahydro-1H-pyrano[3',4':6,7]indolizino[1,2-b]quinolin-4-yl) oxy) methylphosphonate